5-(1-cyanocyclopropyl)-3-ethylsulfanyl-N-[1-methoxy-3-(methylamino)-2-oxo-6-(trifluoromethyl)-4-pyridinyl]Pyridine-2-carboxamide C(#N)C1(CC1)C=1C=C(C(=NC1)C(=O)NC1=C(C(N(C(=C1)C(F)(F)F)OC)=O)NC)SCC